N1(CCOCC1)NC(=O)C1=NN(C(=C1CC)C1=CC=C(C=C1)C#CCCCO)C1=C(C=C(C=C1)Cl)Cl 1-(2,4-Dichloro-phenyl)-4-ethyl-5-[4-(5-hydroxy-pent-1-ynyl)-phenyl]-1H-pyrazole-3-carboxylic acid morpholin-4-ylamide